N-(2-Fluoro-3-(5-(2-(((1r,4r)-4-(methylsulfonyl)cyclohexyl)amino)-pyrimidin-4-yl)-2-(3-(trifluoromethyl)bicyclo[1.1.1]pentan-1-yl)thiazol-4-yl)phenyl)acetamide FC1=C(C=CC=C1C=1N=C(SC1C1=NC(=NC=C1)NC1CCC(CC1)S(=O)(=O)C)C12CC(C1)(C2)C(F)(F)F)NC(C)=O